2-(6-((2R,5R)-2-(methoxymethyl)-5-methylpiperazin-1-yl)-3,9-dimethyl-2-oxo-3,9-dihydro-2H-purin-8-yl)acetonitrile COC[C@@H]1N(C[C@H](NC1)C)C=1C=2N=C(N(C2N(C(N1)=O)C)C)CC#N